2-phenylcyclohexan-1-one C1(=CC=CC=C1)C1C(CCCC1)=O